FC(C1=NN=C(O1)C=1C=CC(=NC1)CN(C(=O)N1CC(C1)S(=O)(=N)C)C1=CC(=CC=C1)F)F N-[[5-[5-(difluoromethyl)-1,3,4-oxadiazol-2-yl]-2-pyridyl]methyl]-N-(3-fluorophenyl)-3-(methylsulfonimidoyl)azetidin-1-carboxamide